benzyl (2R,5R)-2-(hydroxymethyl)-5-propylpyrrolidine-1-carboxylate OC[C@@H]1N([C@@H](CC1)CCC)C(=O)OCC1=CC=CC=C1